ClC1=C2C(=NC=C1C=1C=C(C=CC1)N1C(CN(CC1)CCCOC1CCNCC1)=O)NC=C2C2CC2 (3-(4-chloro-3-cyclopropyl-1H-pyrrolo[2,3-b]pyridin-5-yl)phenyl)-4-(3-(piperidin-4-yloxy)propyl)piperazin-2-one